FC=1C=CC(=NC1)C1=NN2C(COC(C2)(C)C)=C1C1=CC=2N(C=C1C)N=CC2 2-(5-Fluoro-2-pyridyl)-6,6-dimethyl-3-(6-methylpyrazolo[1,5-a]pyridin-5-yl)-4,7-dihydropyrazolo[5,1-c][1,4]oxazine